FC=1C=C2[C@H]3CCCN3C=3C=CN4N=CC(CN(CCOC2=CC1)CC(=O)O)=C4N3 2-[(6R)-9-fluoro-13-oxa-2,16,20,21,24-pentaazapentacyclo[16.5.2.02,6.07,12.021,25]pentacosa-1(24),7,9,11,18(25),19,22-heptaen-16-yl]acetic acid